CC1=CC2=C(C3=CC=CC=C3C(=C2C=C1)OC(CCCCCCCCCCC)=O)OC(CCCCCCCCCCC)=O 2-methyl-9,10-bis(n-dodecanoyloxy)anthracene